[4-(imidazo[1,2-a]pyridin-6-yloxymethyl)-2-oxabicyclo[2.1.1]hexan-1-yl]methanamine N=1C=CN2C1C=CC(=C2)OCC21COC(C2)(C1)CN